(2-(Benzyloxy)-4-(difluoromethyl)-6-hydroxyphenyl)(5-((4-methylpiperazin-1-yl)methyl)isoindolin-2-yl)methanone C(C1=CC=CC=C1)OC1=C(C(=CC(=C1)C(F)F)O)C(=O)N1CC2=CC=C(C=C2C1)CN1CCN(CC1)C